O1COC2=C1C=CC(=C2)C2OCC1C(OCC12)C1=CC2=C(OCO2)C=C1 5-[3-(1,3-Benzodioxol-5-yl)-1,3,3a,4,6,6a-hexahydrofuro[3,4-c]furan-6-yl]-1,3-benzodioxole